dimethyl-2-(3-vinylpyrrolidin-1-yl)pyridin-4-amine CC=1C(=C(C(=NC1)N1CC(CC1)C=C)C)N